3-bromo-6-propan-2-yloxypyridazine BrC=1N=NC(=CC1)OC(C)C